FC(C=1C=CC=2N(N1)C(=CN2)C2=CC(=NC=N2)N2CC(CCC2)C#N)(F)F 1-(6-(6-(trifluoromethyl)imidazo[1,2-b]pyridazin-3-yl)pyrimidin-4-yl)piperidine-3-carbonitrile